FC(C(=O)O)(F)F.FC(C(=O)O)(F)F.COC(=O)[C@H]1NNCCC1 (S)-hexahydropyridazine-3-carboxylic acid methyl ester ditrifluoroacetate